Cl.Cl.ClC1=CC2=C(N(C=N2)CCC[C@H]2NCCC[C@@H]2O)C(=C1)Cl (2R,3S)-2-(3-(5,7-dichloro-1H-benzo[d]imidazol-1-yl)propyl)piperidin-3-ol dihydrochloride